FC=1C(=CC=2C3=C(NC(C2C1)=O)COCC3N(C(=O)C3(CC1=CC=CC=C1C3)O)C)F N-(8,9-difluoro-6-oxo-1,4,5,6-tetrahydro-2H-pyrano[3,4-c]isoquinolin-1-yl)-2-hydroxy-N-methyl-2,3-dihydro-1H-indene-2-carboxamide